N-((6-(Difluoromethoxy)pyridin-3-yl)methyl)-2-fluoro-5-(3-(hydroxymethyl)pyridin-2-yl)benzamide FC(OC1=CC=C(C=N1)CNC(C1=C(C=CC(=C1)C1=NC=CC=C1CO)F)=O)F